BrC1=CC=C(C=C1)C1(NC(C2=CC=CC=C12)=O)O 3-(4-bromophenyl)-3-hydroxyisoindolin-1-one